C(C1=CC=CC=C1)C(N)(C1CN2C(CO1)=NN=C2C(F)(F)F)CC2=CC=CC=C2 dibenzyl-1-(3-(trifluoromethyl)-5,6-dihydro-8H-[1,2,4]triazolo[3,4-c][1,4]oxazin-6-yl)methanamine